6-fluoro-3-(4-hydroxyphenyl)-2-methyl-quinazolin-4(3H)-one FC=1C=C2C(N(C(=NC2=CC1)C)C1=CC=C(C=C1)O)=O